COCC1=CC=NC=C1 4-(methoxymethyl)pyridine